3-(4-((difluoromethyl)sulfonamido)-3-(1-(4-fluorophenyl)-2-methoxyethoxy)phenyl)-5-(pyrazin-2-ylamino)-1H-pyrazole FC(S(=O)(=O)NC1=C(C=C(C=C1)C1=NNC(=C1)NC1=NC=CN=C1)OC(COC)C1=CC=C(C=C1)F)F